C(=O)C=1C(=CC(=C2CCCC12)OCC1=C(C(=CC=C1)C1=CC=CC=C1)C#N)O 3-(((7-formyl-6-hydroxy-2,3-dihydro-1H-inden-4-yl)oxy)methyl)-[1,1'-biphenyl]-2-carbonitrile